C1(CCC1)C=1N=CC2=C(N1)NC=C2C2=CC=1C=NC=CC1S2 2-(2-cyclobutyl-7H-pyrrolo[2,3-d]pyrimidin-5-yl)thieno[3,2-c]pyridine